COC1CCC(CC1)CN1[C@H](C[C@@H](CC1)CC1=CC=2N(C=C1)N=CC2N2C(NC(CC2)=O)=O)C 1-(5-(((2S,4R)-1-(((1r,4S)-4-methoxycyclohexyl)methyl)-2-methylpiperidin-4-yl)methyl)pyrazolo[1,5-a]pyridin-3-yl)dihydropyrimidine-2,4(1H,3H)-dione